(R)-(1-((1H-1,2,4-triazol-5-yl)sulfonyl)pyrrolidin-3-yl)(4-(7-fluoroquinolin-4-yl)piperazin-1-yl)methanone N1N=CN=C1S(=O)(=O)N1C[C@@H](CC1)C(=O)N1CCN(CC1)C1=CC=NC2=CC(=CC=C12)F